[Cu].[Bi].[In].[Sn].C(C)(=O)C1=CC(=C2C(N(C(C2=C1)=O)CC1=NC=C(C=C1)Cl)(OCC1(CC1)OCCO)C1=CC=C(C=C1)Cl)F 6-acetyl-3-(4-chlorophenyl)-2-((5-chloropyridin-2-yl)methyl)-4-fluoro-3-((1-(2-hydroxyethoxy)cyclopropyl)methoxy)isoindolin-1-one tin indium bismuth copper